C(C)(C)(C)OC(=O)C(C)N (2S)-1-tert-Butoxycarbonylethylamine